ClC1=C(C=C(C(=C1)OC)C)C(C#N)(C(F)(F)F)C 2-(2-chloro-4-methoxy-5-methyl-phenyl)-3,3,3-trifluoro-2-methyl-propanenitrile